N[C@H](C(=O)O)CC1=CC=C(C=C1)CNC(C)C (S)-2-amino-3-(4-((isopropylamino)methyl)phenyl)propanoic acid